3-(2-(benzyloxy)ethoxy)-2-formylbenzoic acid methyl ester COC(C1=C(C(=CC=C1)OCCOCC1=CC=CC=C1)C=O)=O